(Z)-4-bromo-N-(octadec-9-en-1-yl)butanamide BrCCCC(=O)NCCCCCCCC\C=C/CCCCCCCC